5-((3-(8-bromo-3-(2,2,2-trifluoroethyl)indolizin-2-yl)prop-2-yn-1-yl)(tert-butoxycarbonyl)amino)-4-methoxypyrimidine-2-carboxylic acid methyl ester COC(=O)C1=NC=C(C(=N1)OC)N(C(=O)OC(C)(C)C)CC#CC=1C=C2C(=CC=CN2C1CC(F)(F)F)Br